N-(2-methoxyethyl)-D-alaninamide COCCNC([C@H](N)C)=O